ClC1=CC(=C(CC2=CC=CC3=C2N=C2N3CCN(C2C)CC2=NC3=C(N2C[C@H]2OCC2)C=C(C=C3)C(=O)[O-])C=C1)F 2-((9-(4-chloro-2-fluorobenzyl)-1-methyl-3,4-dihydrobenzo[4,5]imidazo[1,2-a]pyrazin-2(1H)-yl)methyl)-1-(((S)-oxetan-2-yl)methyl)-1H-benzo[d]imidazole-6-carboxylate